((benzyloxy(carbonyl)oxy)prop-1-en-1-yl)-N-cyclohexylcyclohexanamine oxide C(C1=CC=CC=C1)OC(=O)OCC=CC1(CCCCC1)[NH+](C1CCCCC1)[O-]